2-methoxy-N,N-diethyl-4-methoxymethyl-p-phenylenediamine COC1=C(C=CC(C1)(N)COC)N(CC)CC